FC1=C2C=CC=NC2=CC=C1CNC[C@@H](CC)O (R)-1-(((5-fluoroquinolin-6-yl)methyl)amino)butan-2-ol